C(CC)C1=C(C(=C(C(=C1F)F)F)F)F Propyl-pentafluorobenzene